tert-butyl (2S,6R)-4-[[4-[2-(2-amino-3-pyridyl)-5-phenyl-imidazo[4,5-b]pyridin-3-yl]phenyl]methyl]-2,6-dimethyl-piperazine-1-carboxylate NC1=NC=CC=C1C1=NC=2C(=NC(=CC2)C2=CC=CC=C2)N1C1=CC=C(C=C1)CN1C[C@@H](N([C@@H](C1)C)C(=O)OC(C)(C)C)C